C(C)OC(=O)C1CCC(CC1)(C(=O)O)F (1s,4s)-4-(ethoxycarbonyl)-1-fluorocyclohexane-1-carboxylic acid